(1aR,2R,8bS)-2-amino-5,7-difluoro-1,1a,2,8b-tetrahydrobenzo[b]cycloprop[d]azepin-3(4H)-one N[C@@H]1[C@H]2[C@@H](C3=C(NC1=O)C(=CC(=C3)F)F)C2